CNC(=O)C1CCC2(CC(CC(C2)=O)=O)CC1 N-methyl-2,4-dioxo-spiro[5.5]undecane-9-carboxamide